7-(diethylamino)-2,2-dimethyl-2H-chromen-3-carbaldehyde C(C)N(C1=CC=C2C=C(C(OC2=C1)(C)C)C=O)CC